O[C@@H](CC(=O)O)CCCCCCCCCCC (R)-3-hydroxy-tetradecanoic acid